bis(4,6-dimethyl-1,2,3,4-tetrahydropentalenyl)zirconium CC1C=2CCC(C2C(=C1)C)[Zr]C1CCC=2C(C=C(C12)C)C